2-(2-((2-(bis(3-methoxybenzyl)amino)oxaazol-4-yl)methoxy)ethoxy)ethanol COC=1C=C(CN(C=2OC=C(N2)COCCOCCO)CC2=CC(=CC=C2)OC)C=CC1